COC(CNC)C=1C=C(C(=CC1)O)O 4-(1-methoxy-2-(methylamino)ethyl)-1,2-benzenediol